N-((5-(tert-butyl)-8-hydroxyquinolin-7-yl)(3-(4-((2-(2,6-dioxopiperidin-3-yl)-3-oxoisoindolin-4-yl)ethynyl)piperidine-1-carbonyl)-phenyl)methyl)-butyramide C(C)(C)(C)C1=C2C=CC=NC2=C(C(=C1)C(NC(CCC)=O)C1=CC(=CC=C1)C(=O)N1CCC(CC1)C#CC1=C2C(N(CC2=CC=C1)C1C(NC(CC1)=O)=O)=O)O